methylene-6-(5-isopropyl-1-(3-(2-(ethoxymethyl)morpholino)propylimidazol-4-yl)methylene)piperazine-2,5-dione C=C1C(NC(C(N1)=O)=CC=1N=C(NC1C(C)C)CCCN1CC(OCC1)COCC)=O